N1(N=CC=C1)CC(=O)NN 2-(1H-pyrazol-1-yl)acethydrazide